NC1=CC(=C(OC=2C=C(OCCOC3CCN(CC3)C3=CC=C(C=N3)C(=O)OC(C)(C)C)C=CC2)C=C1)C=1C2=C(C(N(C1)C)=O)NC=C2 tert-butyl 6-[4-[2-[3-[4-amino-2-(6-methyl-7-oxo-1H-pyrrolo[2,3-c]pyridin-4-yl)phenoxy]phenoxy]ethoxy]-1-piperidyl]pyridine-3-carboxylate